The molecule is a mannosylated ceramide phosphoinositol compound having a tetracosanoyl group attached to the ceramide nitrogen, hydroxylation at C-4 of the long-chain base, and hydroxylation at C-2 of the very-long-chain fatty acid. It has a role as a Saccharomyces cerevisiae metabolite. It derives from an Ins-1-P-Cer(t18:0/2-OH-24:0). It is a conjugate acid of a Man-beta1-2-Ins-1-P-Cer(t18:0/2-OH-24:0)(1-). CCCCCCCCCCCCCCCCCCCCCCC(C(=O)N[C@@H](COP(=O)(O)O[C@@H]1[C@@H]([C@@H]([C@H]([C@@H]([C@H]1O[C@H]2[C@H]([C@H]([C@@H]([C@H](O2)CO)O)O)O)O)O)O)O)[C@@H](C(CCCCCCCCCCCCCC)O)O)O